cyclopentadienyldimethylsilane triflate OS(=O)(=O)C(F)(F)F.C1(C=CC=C1)[SiH](C)C